N-((4-chloro-2-(morpholinomethyl)-(phenylsulfonyl)-1H-pyrrolo[2,3-b]pyridin-5-yl)methyl)-2,6-difluoro-3,5-dimethoxyaniline ClC1=C2C(=NC=C1CNC1=C(C(=CC(=C1F)OC)OC)F)N(C(=C2)CN2CCOCC2)S(=O)(=O)C2=CC=CC=C2